N1C=CC2=CC(=CC=C12)N (1H-indol-5-yl)amin